1-(thiophen-3-ylmethyl)pyridinyl bromide S1C=C(C=C1)CN1C(C=CC=C1)Br